BENZOXAZIN-4-ONE O1N=CC(C2=C1C=CC=C2)=O